CCCCCCCC/C=C\CCCCCCCC(=O)OC[C@H](COP(=O)(O)OC[C@H](CO)O)OC(=O)CCCCCCC/C=C\CCCCCCC 1-(9Z-octadecenoyl)-2-(9Z-heptadecenoyl)-glycero-3-phospho-(1'-sn-glycerol)